4-acryloxybenzoyl chloride C(C=C)(=O)OC1=CC=C(C(=O)Cl)C=C1